CC(C(=O)OCC)=C ethyl 2-methyl-prop-2-enoate